NC1=NC=C(C=N1)N(C(C1=CC=C(C(=O)N(C)C2CNC2)C=C1)=O)C N1-(2-aminopyrimidin-5-yl)-N4-(azetidin-3-yl)-N1,N4-dimethylterephthalamide